N-(4-(2-fluorobenzyloxy)phenyl)-3,4-dihydro-2H-[1,4]oxazino[2,3-f]quinazolin-10-amine FC1=C(COC2=CC=C(C=C2)NC2=NC=NC3=CC=C4C(=C23)OCCN4)C=CC=C1